tert-butyl 6-((2,2,2-trifluoroethoxy)methyl)-2-(methoxymethoxy)-3-(2-(4,4,5,5-tetramethyl-1,3,2-dioxaborolan-2-yl)ethyl)vinylbenzoate FC(COCC1=CC=C(C(=C1C(=O)OC(C)(C)C)OCOC)C=CCCB1OC(C(O1)(C)C)(C)C)(F)F